FC(C1=NN=C(O1)C1=CC=2N(C=C1)C=C(N2)CN(S(=O)(=O)N2CC1(C2)CNC1)C1=CC=CC=C1)F N-((7-(5-(difluoromethyl)-1,3,4-oxadiazol-2-yl)imidazo[1,2-a]pyridin-2-yl)methyl)-N-phenyl-2,6-diazaspiro[3.3]heptan-2-sulfonamide